1-(tert-butoxycarbonyl)-4-phenethylpiperidine-4-carboxylic acid C(C)(C)(C)OC(=O)N1CCC(CC1)(C(=O)O)CCC1=CC=CC=C1